C=C1CN(CC1)C(=O)OC(C)(C)C tert-butyl 3-methylenepyrrolidine-1-carboxylate